(1R,5S)-1,5-difluoro-3,8-diazabicyclo[3.2.1]octane F[C@@]12CNC[C@@](CC1)(N2)F